ClC=1C=C(C(=NC1)OC(C)C)S(=O)(=O)NC=1C(=C(C(=CC1)F)C=1N=CC=2N(C1)C=NC2C(=O)NC)F 6-[3-(5-chloro-2-isopropoxypyridine-3-sulfonamido)-2,6-difluorophenyl]-N-methylimidazo[1,5-a]pyrazine-1-carboxamide